2-hydroxy-4-(β-hydroxyethoxy)-benzophenone OC1=C(C(=O)C2=CC=CC=C2)C=CC(=C1)OCCO